4-(3-((2-((1S)-1-((tetrahydro-2H-pyran-2-yl)oxy)ethyl)-1H-imidazol-1-yl)methyl)isoxazol-5-yl)benzene O1C(CCCC1)O[C@@H](C)C=1N(C=CN1)CC1=NOC(=C1)C1=CC=CC=C1